tert-Butyl (S)-4-((R)-1-methoxybut-3-en-1-yl)-2,2-dimethyloxazolidine-3-carboxylate CO[C@H](CC=C)[C@H]1N(C(OC1)(C)C)C(=O)OC(C)(C)C